OCCOCCOCCOC1CC(CCC1)OCCOCCOCCO 1,3-bis-{2-[2-(2-hydroxyethoxy)ethoxy]Ethoxy}-cyclohexane